4-{4-[(1S)-1-{[4-cyano-8-(2,2-dimethylpropyl)-7-oxo-7,8-dihydropyrido[2,3-d]pyrimidin-2-yl]amino}ethyl]benzyl}piperazine-1-carboxylic acid tert-butyl ester C(C)(C)(C)OC(=O)N1CCN(CC1)CC1=CC=C(C=C1)[C@H](C)NC=1N=C(C2=C(N1)N(C(C=C2)=O)CC(C)(C)C)C#N